(1S,3S,4S)-N-[(1S)-1-Cyano-2-[(3S)-2-oxo-3-piperidyl]ethyl]-5,5-difluoro-2-azabicyclo[2.2.2]octane-3-carboxamide C(#N)[C@H](C[C@H]1C(NCCC1)=O)NC(=O)[C@H]1N[C@@H]2CC([C@H]1CC2)(F)F